C(C)(C)(C)OC(=O)N1CCN(CC1)C=1C=C2C(CN(C(C2=CC1)=O)C(CCC(=O)OC)C(N)=O)=C 4-[2-(1-carbamoyl-4-methoxy-4-oxobutyl)-4-methylene-1-oxo-1,2,3,4-tetrahydroisoquinolin-6-yl]piperazine-1-carboxylic acid tert-butyl ester